C[C@]12CC(C[C@](CCC1)(N2)C)N(C2=CC=C(N=N2)C2=C(C=C(C=C2)C2=CN=NC(=C2)OC)O)C 2-(6-(((1R,3S,5S)-1,5-dimethyl-9-azabicyclo[3.3.1]nonan-3-yl)(methyl)amino)pyridazin-3-yl)-5-(6-methoxypyridazin-4-yl)phenol